FC(OC=1C=2N(C=CC1)N=C(C2)[C@H]2N(CCC1=C2N=CN1)C(=O)C=1OC(=NN1)C1=NC=CC=C1)F (S)-(4-(4-(difluoromethoxy)pyrazolo[1,5-a]pyridin-2-yl)-6,7-dihydro-1H-imidazo[4,5-c]pyridin-5(4H)-yl)(5-(pyridin-2-yl)-1,3,4-oxadiazol-2-yl)methanone